[Cl-].[Cl-].C[NH3+].C[NH3+] (methyl)azanium dichloride